[C@H]12CC(C[C@H](CC1)N2)C2=CC(=CC1=C2N=CS1)C(=O)O 4-[(1R,3R,5S)-8-azabicyclo[3.2.1]Octane-3-yl]-1,3-benzothiazole-6-carboxylic acid